Cl.C(CCCC)OC([C@@H](N)C)=O L-alanine pentyl ester HCl salt